C(CCCCC)C(C(=O)OCCCCCCOCC(C(=O)N(CCCCCCCC)CCOCCOCCOCCOCCO)OCCCCCCOC(C(CCCCCCCC)CCCCCC)=O)CCCCCCCC 6-[2-[6-(2-hexyldecanoyloxy)hexoxy]-3-[2-[2-[2-[2-(2-hydroxyethoxy)ethoxy]ethoxy]ethoxy]ethyl-octyl-amino]-3-oxo-propoxy]hexyl 2-hexyldecanoate